methyl trans-2-((2-(5-fluoro-2,4-dimethoxypyridin-3-yl)-1-methyl-1H-pyrrolo[2,3-c]pyridin-5-yl)carbamoyl)cyclopropane-1-carboxylate FC=1C(=C(C(=NC1)OC)C1=CC=2C(=CN=C(C2)NC(=O)[C@H]2[C@@H](C2)C(=O)OC)N1C)OC